ClC1=C(COC2=CC=C(C=C2)NC(=O)C2=COC3=C2C=C(C(=C3)C(=O)N)F)C=CC(=C1)F N3-(4-((2-chloro-4-fluorobenzyl)oxy)phenyl)-5-fluorobenzofuran-3,6-dicarboxamide